8-(4-methoxyphenyl)[2]benzoxepino[3,4-f]-1,3-benzodioxol-11(6H)-one COC1=CC=C(C=C1)C1=CC2=C(C(C=3C(=CC4=C(OCO4)C3)OC2)=O)C=C1